ClC=1C=C2C=C(NC2=CC1OCCOC(F)(F)F)CNC(C)=O N-((5-chloro-6-(2-(trifluoromethoxy)ethoxy)-1H-indol-2-yl)methyl)acetamide